ClC=1C=CC(=C(C1)C1=NNC=C1C=1N=C2C=C(C=NC2=CC1)N1CCN(CC1)C1(CCCC1)C(=O)N)F 1-[4-[6-[3-(5-chloro-2-fluoro-phenyl)-1H-pyrazol-4-yl]-1,5-naphthyridin-3-yl]piperazin-1-yl]cyclopentanecarboxamide